O1C(=CC2=C1C=CC=C2)C(=O)C2=C(C(N(C2C2=C(C=CC=C2)O)C=2SC(=NN2)SCC2=C(C=CC=C2)Cl)=O)O (benzofuran-2-carbonyl)-1-(5-((2-chlorobenzyl)thio)-1,3,4-thiadiazol-2-yl)-3-hydroxy-5-(2-hydroxyphenyl)-1,5-dihydro-2H-pyrrol-2-one